C(C1=CC=CC=C1)OC1=C(C(=NC(=C1C(=O)OCC)Cl)C)C(C(=O)O)C 2-(4-benzyloxy-6-chloro-5-ethoxycarbonyl-2-methyl-3-pyridinyl)propionic acid